C(C=C)(=O)OC[Si](OC)(OC)OC Acryloxymethyl-trimethoxy-silan